Indium oleat C(CCCCCCC\C=C/CCCCCCCC)(=O)[O-].[In+3].C(CCCCCCC\C=C/CCCCCCCC)(=O)[O-].C(CCCCCCC\C=C/CCCCCCCC)(=O)[O-]